C(CCC)[NH3+].OC=1C=C(C=CC1OC)/C=C(/C(=O)[O-])\C1=CC(=C(C(=C1)OC)OC)OC (E)-3-(3'-hydroxy-4'-methoxyphenyl)-2-(3',4',5'-trimethoxyphenyl)-2-propenoic acid n-butylammonium salt